N-((3S)-1-(2-(2,6-dioxopiperidin-3-yl)-6-fluoro-1,3-dioxoisoindolin-5-yl)pyrrolidin-3-yl)-5-(4-((7-ethyl-6-oxo-5,6-dihydro-1,5-naphthyridin-3-yl)methyl)piperazin-1-yl)picolinamide O=C1NC(CCC1N1C(C2=CC(=C(C=C2C1=O)N1C[C@H](CC1)NC(C1=NC=C(C=C1)N1CCN(CC1)CC=1C=NC=2C=C(C(NC2C1)=O)CC)=O)F)=O)=O